N-cyclobutyl-2-(1-phenyl-1H-pyrazol-4-yl)-N-(piperidin-3-yl)-1,3-thiazole-4-carboxamide C1(CCC1)N(C(=O)C=1N=C(SC1)C=1C=NN(C1)C1=CC=CC=C1)C1CNCCC1